N-((2R,3S)-1-benzhydryl-2-methylazetidin-3-yl)-N-cyclopropylmethanesulfonamide C(C1=CC=CC=C1)(C1=CC=CC=C1)N1[C@@H]([C@H](C1)N(S(=O)(=O)C)C1CC1)C